ClC1=C(C(=C(C(=C1)NCC)N)F)I 5-chloro-N1-ethyl-3-fluoro-4-iodobenzene-1,2-diamine